1-(tetrahydro-2H-pyran-4-yl)-2-((5-(trifluoromethoxy)-1H-benzo[d]imidazol-2-yl)amino)-1H-benzo[d]imidazole-5-carboxylic acid ethyl ester C(C)OC(=O)C1=CC2=C(N(C(=N2)NC2=NC3=C(N2)C=CC(=C3)OC(F)(F)F)C3CCOCC3)C=C1